2-[(n-Butoxycarbonylmethyl)sulfinyl]thiazolo[5,4-b]pyridine C(CCC)OC(=O)CS(=O)C=1SC2=NC=CC=C2N1